4-(5-((2-methyl-1-(4-(methylsulfonamido)phenyl)-1-oxopropan-2-yl)thio)-1H-tetrazol-1-yl)benzoic acid CC(C(=O)C1=CC=C(C=C1)NS(=O)(=O)C)(C)SC1=NN=NN1C1=CC=C(C(=O)O)C=C1